tert-butyl 4-(5-(methoxycarbonyl)-1-methyl-6-oxo-1,6-dihydropyridin-2-yl)piperazine-1-carboxylate COC(=O)C1=CC=C(N(C1=O)C)N1CCN(CC1)C(=O)OC(C)(C)C